4-Methyl-N-((R)-2-(((S)-11-oxo-2,3,10,11-tetrahydro-1H,5H-benzo[d]pyrazolo[1,2-a][1,2]diazepin-10-yl)carbamoyl)butyl)-2-propoxythiazol-5-carboxamid CC=1N=C(SC1C(=O)NC[C@@H](CC)C(N[C@H]1C2=C(CN3N(C1=O)CCC3)C=CC=C2)=O)OCCC